C(C)(C)C1=NC(=CC2=CC=CC=C12)C=1C(=C(C2=CC=CC=C2C1)C(=O)[O-])CC (isopropylisoquinolin-3-yl)-ethylnaphthoate